tert-Butyl 2-(3-pyrrolidin-1-ylphenyl)piperidine-1-carboxylate N1(CCCC1)C=1C=C(C=CC1)C1N(CCCC1)C(=O)OC(C)(C)C